m-vinylbenzyl glycidyl ether C(C1CO1)OCC1=CC(=CC=C1)C=C